N1=CN=C2NC=NC2=C1C=1C(=NC=CC1)NC=1C=CC(=C(C1)NC(C1=CC(=CC(=C1)C(F)(F)F)OC)=O)F N-(5-(3-(9H-purin-6-yl)pyridin-2-ylamino)-2-fluorophenyl)-3-methoxy-5-(trifluoromethyl)benzamide